P(OOC)(OOC)=O dimethoxy phosphonate